C1(CCCCC1)C(C(=O)[O-])(C(=O)[O-])CCC(C)C 2-cyclohexyl-2-isopentylmalonate